N-(4-((1-(difluoromethyl)-1H-benzo[d][1,2,3]triazol-5-yl)-oxy)-3-methylphenyl)-6-(meth-ylsulfonyl)pyrimido[5,4-d]pyrimidin-4-amine FC(N1N=NC2=C1C=CC(=C2)OC2=C(C=C(C=C2)NC=2C1=C(N=CN2)C=NC(=N1)S(=O)(=O)C)C)F